4-PYRAZOLO[1,5-A]PYRIDIN-2-YL-4,5,6,7-TETRAHYDRO-1H-IMIDAZO[4,5-C]PYRIDINE N1=C(C=C2N1C=CC=C2)C2NCCC1=C2N=CN1